8-(6-fluoropyridin-3-yl)-1-(4-methoxybenzyl)-4-(5-methyloxazol-2-yl)-1,3-dihydro-2H-benzo[b]azepin-2-one FC1=CC=C(C=N1)C=1C=CC2=C(N(C(CC(=C2)C=2OC(=CN2)C)=O)CC2=CC=C(C=C2)OC)C1